8-chloro-5-[[2-[3,3-difluoro-3-([1,2,4]triazolo[4,3-a]pyridin-7-yl)propyl]-2-azaspiro[3.3]heptan-6-yl]oxy]-2-methyl-isoquinolin-1-one ClC=1C=CC(=C2C=CN(C(C12)=O)C)OC1CC2(CN(C2)CCC(C2=CC=3N(C=C2)C=NN3)(F)F)C1